BrC1=C2C=C(N(C2=CC=C1)CC(F)(F)F)C1=NOC(=N1)CNC(OC(C)(C)C)=O tert-butyl N-[[3-[4-bromo-1-(2,2,2-trifluoroethyl)indol-2-yl]-1,2,4-oxadiazol-5-yl]methyl]carbamate